1-[4-(2,3-Dimethylphenyl)-1-piperidyl]-2-[3-[4-(fluoromethyl)-4-hydroxy-piperidin-1-carbonyl]-5,6-dihydro-4H-cyclopenta[c]pyrazol-1-yl]ethanon CC1=C(C=CC=C1C)C1CCN(CC1)C(CN1N=C(C2=C1CCC2)C(=O)N2CCC(CC2)(O)CF)=O